2-chloro-N-(4-(3-(2-nitro-1-phenylethyl)-1H-indol-2-yl)phenyl)acetamide ClCC(=O)NC1=CC=C(C=C1)C=1NC2=CC=CC=C2C1C(C[N+](=O)[O-])C1=CC=CC=C1